chloro-acetone ClCC(C)=O